C(#N)C1=C(C=CC=C1C(C)(C)C)C(C)(C)C 1-cyano-2,6-di-tert-butyl-benzene